[Br-].NCCC[N+]1(CCN(CC1)CCOCCCCCCCC\C=C/CCCCCCCC)CCOCCCCCCCC\C=C/CCCCCCCC N-(3-aminopropyl)-N,N'-bis-(oleyloxyethyl)-piperazinium bromide